phosphoallene P(=O)(=O)C=C=C